(3S,4R)-4-((4-(3-((R)-1-aminoethyl)-4-isopropylquinolin-6-yl)-5-fluoropyrimidin-2-yl)amino)tetrahydro-2H-pyran-3-ol N[C@H](C)C=1C=NC2=CC=C(C=C2C1C(C)C)C1=NC(=NC=C1F)N[C@H]1[C@@H](COCC1)O